(1S,4S)-ethyl 4-(6-bromo-4-methylpyridin-2-yl)-4-hydroxycyclohexane-carboxylate BrC1=CC(=CC(=N1)C1(CCC(CC1)C(=O)OCC)O)C